CC1=NN(C(=C1CCC(=O)N1CCN(CC1)CC1=CC(=CC(=C1)C1=NN=NN1)F)C)C=1C=CC=2N(N1)C(=NN2)C(F)(F)F 3-(3,5-Dimethyl-1-(3-(trifluoromethyl)-[1,2,4]triazolo[4,3-b]pyridazin-6-yl)-1H-pyrazol-4-yl)-1-(4-(3-fluoro-5-(1H-tetrazol-5-yl)benzyl)piperazin-1-yl)propan-1-one